(2S,4R)-4-hydroxy-2-(hydroxymethyl)-2-methylpyrrolidine-1-carboxylic acid tert-butyl ester C(C)(C)(C)OC(=O)N1[C@](C[C@H](C1)O)(C)CO